tert-butyl 4-[3-[[6-[5-(cyclohexoxycarbonylamino)-6-methyl-3-pyridyl]-1,3-benzothiazol-2-yl]amino]-3-oxo-propyl]piperazine-1-carboxylate C1(CCCCC1)OC(=O)NC=1C=C(C=NC1C)C1=CC2=C(N=C(S2)NC(CCN2CCN(CC2)C(=O)OC(C)(C)C)=O)C=C1